ClC=1N=NC(=CC1C1CC1)Cl 3,6-dichloro-4-cyclopropyl-pyridazine